(S)-N-[(R)-[1-(5-amino-1,2,4-oxadiazol-3-yl)piperidin-4-yl](4,5-dichloro-2-hydroxyphenyl)methyl]-2-methylpropane-2-sulfinamide NC1=NC(=NO1)N1CCC(CC1)[C@@H](N[S@@](=O)C(C)(C)C)C1=C(C=C(C(=C1)Cl)Cl)O